OC1(CCN(CC1)C(=O)C1(CC1)C)CN1C=NC2=C(C1=O)C=NN2 5-{[4-hydroxy-1-(1-methyl-1-cyclopropanecarbonyl)piperidin-4-yl]methyl}-1H,4H,5H-pyrazolo[3,4-d]pyrimidin-4-one